Cl.C(C1=CC=CC=C1)(C1=CC=CC=C1)NCC(=O)C1=CC(=C(C=C1)O)O 2-(benzhydrylamino)-3',4'-dihydroxyacetophenone hydrochloride